ClC1=C(C=C(C=C1F)C=1N=NN(C1)[C@@H]1[C@H]([C@@H](O[C@H]2[C@@H]1OC(OC2)(C)C)C(=O)O)O)F (4aR,6R,7R,8R,8aR)-8-(4-(4-chloro-3,5-difluorophenyl)-1H-1,2,3-triazol-1-yl)-7-hydroxy-2,2-dimethylhexahydropyrano[3,2-d][1,3]dioxine-6-carboxylic acid